C(C(C)C)C1=CC=CC=2N(C=NC21)C(=O)[O-] 4-isobutyl-benzimidazole-1-carboxylate